methyl N-[[5-[2-[2,6-difluoro-4-(1-methylpropyl)phenyl]-2H-1,2,3-triazol-4-yl]-2-methylphenyl]methyl]carbamate FC1=C(C(=CC(=C1)C(CC)C)F)N1N=CC(=N1)C=1C=CC(=C(C1)CNC(OC)=O)C